O=C1CC2(CN1)C1CN(CC2C1)C(=O)OCC1=CC=CC=C1 benzyl 5'-oxo-3-azaspiro[bicyclo[3.1.1]heptane-6,3'-pyrrolidine]-3-carboxylate